ClC=1N=C(C2=C(N1)CCC2)N(CC(=O)OCC)C ethyl N-(2-chloro-6,7-dihydro-5H-cyclopenta[d]pyrimidin-4-yl)-N-methylglycinate